6,6'-dimethoxy-1,1'-biphenyl COC1=CC=CC=C1C1=CC=CC=C1OC